bis(tetracosyl) phosphate P(=O)(OCCCCCCCCCCCCCCCCCCCCCCCC)(OCCCCCCCCCCCCCCCCCCCCCCCC)[O-]